1-(3-((5-(((R)-1-(3-(difluoromethyl)-2-fluorophenyl)ethyl)amino)-8-methoxyimidazo[1,2-a]quinazolin-7-yl)oxy)pyrrolidin-1-yl)propan-1-one FC(C=1C(=C(C=CC1)[C@@H](C)NC1=NC=2N(C3=CC(=C(C=C13)OC1CN(CC1)C(CC)=O)OC)C=CN2)F)F